C(=O)(O)CN1CCN(CCN(CCNCC1)CC(=O)O)CC1=[N+](C=CC=C1)[O-] ((4,10-bis(carboxymethyl)-1,4,7,10-tetraazacyclododecan-1-yl)methyl)pyridine 1-oxide